quinolinic acid Ethyl ester C(C)OC(C1=NC=CC=C1C(=O)O)=O